C(C)[C@@H]1CC(C(N1C(=O)OC(C)(C)C)=O)C(=O)OC 1-(tert-butyl) 3-methyl (5R)-5-ethyl-2-oxopyrrolidine-1,3-dicarboxylate